1-[3-(2,4-dioxohexahydropyrimidin-1-yl)-5-fluoro-1-methyl-indazol-6-yl]piperidine-4-carbaldehyde O=C1N(CCC(N1)=O)C1=NN(C2=CC(=C(C=C12)F)N1CCC(CC1)C=O)C